ClC(=C)C1CO1 2-Chloro-3,4-epoxy-1-butene